(R)-2-((3-Nitropyridin-2-yl)disulfanyl)propan-1-ol [N+](=O)([O-])C=1C(=NC=CC1)SS[C@@H](CO)C